4-[5-(methoxymethyl)-1,3,4-thiadiazol-2-yl]-N-(3-methylthieno[3,2-c]pyridin-4-yl)-N-[(3R)-3-piperidyl]benzamide COCC1=NN=C(S1)C1=CC=C(C(=O)N([C@H]2CNCCC2)C2=NC=CC3=C2C(=CS3)C)C=C1